N-(4-((2-(1,1-difluoroethyl)pyrimidin-4-yl)amino)-5-(5-morpholinylpyrazin-2-yl)pyridin-2-yl)acetamide FC(C)(F)C1=NC=CC(=N1)NC1=CC(=NC=C1C1=NC=C(N=C1)N1CCOCC1)NC(C)=O